(1R,3R)-1-[2,6-difluoro-4-[1-(4-fluorobutyl)azetidin-3-yl]oxy-phenyl]-2-(2-fluoro-2-methyl-propyl)-3-methyl-1,3,4,9-tetrahydropyrido[3,4-b]indole FC1=C(C(=CC(=C1)OC1CN(C1)CCCCF)F)[C@H]1N([C@@H](CC2=C1NC1=CC=CC=C21)C)CC(C)(C)F